(5-chloro-8-ethyl quinolinoxy)acetate ClC1=C2C=CC(=NC2=C(C=C1)CC)OCC(=O)[O-]